C[C@H](C(C)C)N1N=CC(=C1C)C(=O)N(C1=CN=NC=C1)CC 1-[(1R)-1,2-dimethylpropyl]-N-ethyl-5-methyl-N-pyridazin-4-yl-1H-pyrazole-4-carboxamide